C(=O)O.ClC1=C(C(=CC=C1)Cl)N1CC(C1)C1=C(C=C(CN2CC(C2)(O)C)C=C1C)C 1-(4-(1-(2,6-dichlorophenyl)azetidin-3-yl)-3,5-dimethylbenzyl)-3-methylazetidin-3-ol formate salt